Cerium zirconium yttrium neodymium [Nd].[Y].[Zr].[Ce]